2-{1-[(3,5-dimethylbenzyl)amino]cyclopropyl}-1H-benzimidazole-4-carboxamide CC=1C=C(CNC2(CC2)C2=NC3=C(N2)C=CC=C3C(=O)N)C=C(C1)C